FC(C(=O)N1CC2(C1)CC(C2)NC=2C=NN(C2)C)(F)F 2,2,2-trifluoro-1-[6-[(1-methylpyrazol-4-yl)amino]-2-azaspiro[3.3]heptan-2-yl]ethanone